ClC1=CC=CC2=C1NC(=N2)C(=O)N2[C@@H](C1=C(CC2)N=C(S1)N1CCN(CC1)CCC#N)C (R)-3-(4-(5-(7-Chloro-1H-benzo[d]imidazole-2-carbonyl)-4-methyl-4,5,6,7-tetrahydrothiazolo[5,4-c]pyridin-2-yl)piperazin-1-yl)propanenitrile